C1(=CC=CC2=CC=CC=C12)N(C1=CC=C(C=C1)C1=CC=C(N(C2=CC3=CC=CC=C3C=C2)C2=CC=CC3=CC=CC=C23)C=C1)C1=CC2=CC=CC=C2C=C1 N,N'-di(naphthyl)-N,N'-di(naphthalen-2-yl)-benzidine